O1C(C1)C(C1=CC=CC=C1)O α-oxiranylbenzyl alcohol